(S)-2-(4-isopropylphenyl-sulphonamido)-4-methyl-N-(4-morpholinophenyl)pentanamide C(C)(C)C1=CC=C(C=C1)S(=O)(=O)N[C@H](C(=O)NC1=CC=C(C=C1)N1CCOCC1)CC(C)C